2-(4-(((6-(cyclopropyl(2-fluoro-4-(1H-pyrazol-1-yl)benzyl)amino)-5-fluoropyrimidin-4-yl)amino)methyl)-3-hydroxypiperidin-1-yl)acetamide C1(CC1)N(C1=C(C(=NC=N1)NCC1C(CN(CC1)CC(=O)N)O)F)CC1=C(C=C(C=C1)N1N=CC=C1)F